1-benzyl-4-[[2-(tert-butoxycarbonyl)-2-azaspiro[3.5]nonan-7-yl]oxy]pyridin-1-ium bromide [Br-].C(C1=CC=CC=C1)[N+]1=CC=C(C=C1)OC1CCC2(CN(C2)C(=O)OC(C)(C)C)CC1